3,6-Diaminoquinoline NC=1C=NC2=CC=C(C=C2C1)N